COC1=CC=C2C(CCS(C2=C1)(=O)=O)=O 7-methoxythiochroman-4-one 1,1-dioxide